2'-β-fluoro-2',3'-dideoxyadenosine C1[C@H](O[C@H]([C@H]1F)N2C=NC3=C(N=CN=C32)N)CO